CN(CCOCC(=O)N(CCCCCC)C)C 2-[2-(dimethylamino)ethoxy]-N-methyl-N-hexyl-acetamide